3-(1,1-difluoroethyl)-1-((1-(difluoromethyl)-3,3-difluorocyclobutyl)methyl)-4-methyl-N-(2-sulfamoylpyridin-4-yl)-1H-pyrazole-5-carboxamide FC(C)(F)C1=NN(C(=C1C)C(=O)NC1=CC(=NC=C1)S(N)(=O)=O)CC1(CC(C1)(F)F)C(F)F